ClC=1C=C(C=CC1Cl)C1=CC(=NC=N1)C(=O)N1CCC2=CC=CC=C12 [6-(3,4-Dichloro-phenyl)-pyrimidin-4-yl]-(2,3-dihydro-indol-1-yl)-methanone